(4-(chloro)benzyl)phosphonium bromide [Br-].ClC1=CC=C(C[PH3+])C=C1